BrC=1C=CC(=C(C1)S(=O)(=O)NC=1C(=C(C(=O)O)C=C(C1)C(C)(C)C)O)O 3-((5-Bromo-2-hydroxyphenyl)sulfonamido)-5-(tert-butyl)-2-hydroxybenzoic acid